NC1=NN=CN1C 3-amino-4-methyl-4H-1,2,4-triazole